CN(S(=O)(=O)C1=CC=C(C=C1)S(=O)(=O)NC1=C(C=CC=C1)N1CC(CCC1)C)C N1,N1-dimethyl-N4-(2-(3-methylpiperidin-1-yl)phenyl)benzene-1,4-disulfonamide